5'-(5-methylpiperidin-2-yl)spiro[cyclopropane-1,3'-indolin]-2'-one CC1CCC(NC1)C=1C=C2C3(C(NC2=CC1)=O)CC3